(2R,4S)-N-((2S)-1-((5-amino-2,3-dihydro-1H-inden-1-yl)amino)-1-oxopropan-2-yl)-4-(4-fluorobenzyl)pyrrolidine-2-carboxamide NC=1C=C2CCC(C2=CC1)NC([C@H](C)NC(=O)[C@@H]1NC[C@H](C1)CC1=CC=C(C=C1)F)=O